2-(2,6-dichlorobenzamido)-4-(3-(2-(5,6,7,8-tetrahydro-1,8-naphthyridin-2-yl)ethyl)pyrrolidin-1-yl)butanoic acid ClC1=C(C(=O)NC(C(=O)O)CCN2CC(CC2)CCC2=NC=3NCCCC3C=C2)C(=CC=C1)Cl